1-methyl-3-[3-(triethylsiloxy)propyl]imidazole chloride [Cl-].CN1CN(C=C1)CCCO[Si](CC)(CC)CC